4-hydroxy-4-methyltetrahydro-2H-pyran OC1(CCOCC1)C